FC1CC(C1)NS(=O)(=O)C=1C=2C=CN=CC2C2=C(C1)CCC2 N-(3-fluorocyclobutyl)-8,9-dihydro-7H-cyclopenta[h]isoquinoline-5-sulfonamide